2-(3-((4-(1-Methyl-1H-indol-3-yl)pyrimidin-2-yl)amino)phenyl)acetic acid CN1C=C(C2=CC=CC=C12)C1=NC(=NC=C1)NC=1C=C(C=CC1)CC(=O)O